C(C1=CC=CC=C1)(=O)N[C@@H](CCCNC(N)=N)C(=O)O Nalpha-benzoyl-L-arginine